ClC=1N=C(C2=C(N1)C=CS2)N2CCC(CC2)C(=O)NC21CC3CC(CC(C2)C3)C1 1-(2-chlorothieno[3,2-d]pyrimidin-4-yl)-N-(1-adamantyl)piperidine-4-carboxamide